C(C1=CC=CC=C1)NC(N(C1=CC=C(C=C1)C=1C=NN(C1)C)[C@@H]1CC[C@H](CC1)NC1=NC=C(C(=N1)N(C)C)Cl)=O 3-benzyl-1-(trans-4-((5-chloro-4-(dimethylamino)-pyrimidin-2-yl)-amino)cyclohexyl)-1-(4-(1-methyl-1H-pyrazol-4-yl)phenyl)urea